N[C@H](C=1N=C2N(N=C(C(=N2)N2CCOCC2)CC2C(NC[C@@H](C2)C(F)(F)F)=O)C1)C1CCC(CC1)(F)F (5R)-3-((6-((S)-amino(4,4-difluorocyclohexyl)methyl)-3-morpholinoimidazo[1,2-b][1,2,4]triazin-2-yl)methyl)-5-(trifluoromethyl)piperidin-2-one